IC(C=O)C(C=O)I 2,3-diiodobutanedialdehyde